2-benzyl-2-(N,N-dimethylamino)-1-(4-morpholinophenyl)-1-butanone C(C1=CC=CC=C1)C(C(=O)C1=CC=C(C=C1)N1CCOCC1)(CC)N(C)C